8-[4-(dimethylamino)benzoyl]-2-[3-methoxy-4-(1H-pyrazol-4-yl)phenyl]-2,8-diazaspiro[4.5]decan-1-one CN(C1=CC=C(C(=O)N2CCC3(CCN(C3=O)C3=CC(=C(C=C3)C=3C=NNC3)OC)CC2)C=C1)C